4-Nitro-3-(4-(triisopropylsiloxy)-phenethoxy)-benzoic acid [N+](=O)([O-])C1=C(C=C(C(=O)O)C=C1)OCCC1=CC=C(C=C1)O[Si](C(C)C)(C(C)C)C(C)C